C1(CCC2=CC=CC=C12)C(=O)O indancarboxylic acid